4-[[4-[bis(2-hydroxypropyl)amino]-5-[4-(2-hexyldecanoyloxy)butylamino]-5-oxo-pentanoyl]amino]butyl 2-hexyldecanoate C(CCCCC)C(C(=O)OCCCCNC(CCC(C(=O)NCCCCOC(C(CCCCCCCC)CCCCCC)=O)N(CC(C)O)CC(C)O)=O)CCCCCCCC